FC1(OC2=C(O1)C=CC(=C2)NC(C2=CC=CC=C2)=O)F N-(2,2-difluoro-1,3-benzodioxol-5-yl)-benzamide